C(C1=CC=CC=C1)C1=C(C=NN1CCNC(OC(C)(C)C)=O)C(=O)N1CCC(CC1)(O)CN1C=NC2=CC(=CC=C2C1=O)NC(CCN(C)C)=O tert-butyl 2-(5-benzyl-4-(4-((7-(3-(dimethylamino)propanamido)-4-oxoquinazolin-3(4H)-yl)methyl)-4-hydroxy piperidine-1-carbonyl)-1H-pyrazol-1-yl)ethylcarbamate